10-methylacridine CN1C=2C=CC=CC2CC2=CC=CC=C12